6-[[(1S,2S)-2-(hydroxymethyl)cyclopropyl]methoxy]-5-(3-methoxyazetidin-1-yl)pyridine-2-carboxamide OC[C@@H]1[C@H](C1)COC1=C(C=CC(=N1)C(=O)N)N1CC(C1)OC